(4-((1H-benzo[d]imidazol-1-yl)methyl)phenyl)phenylboronic acid N1(C=NC2=C1C=CC=C2)CC2=CC=C(C=C2)C2=C(C=CC=C2)B(O)O